IC=1C(=NC(N([C@H]2C[C@H](O)[C@@H](CO[Si](C3=CC=CC=C3)(C3=CC=CC=C3)C(C)(C)C)O2)C1)=O)N 5-Iodo-5'-O-(tert-butyldiphenylsilyl)-2'-deoxycytidine